FC=1C(=NC=NC1OC)C(C)=O 1-(5-fluoro-6-methoxypyrimidin-4-yl)ethanone